3-Fluoro-5-(2-hydroxypropan-2-yl)-N'-((2-isopropyl-3-methyl-6,7-dihydro-5H-cyclopenta[b]pyridin-4-yl)carbamoyl)thiophene-2-sulfonimidamide FC1=C(SC(=C1)C(C)(C)O)S(=O)(N)=NC(NC1=C2C(=NC(=C1C)C(C)C)CCC2)=O